tert-butyl (S)-4-(1-(4-(3-(2,6-bis(benzyloxy)pyridin-3-yl)-1-methyl-1H-indazol-6-yl)-3,6-dihydropyridin-1(2H)-yl)ethyl)piperidine-1-carboxylate C(C1=CC=CC=C1)OC1=NC(=CC=C1C1=NN(C2=CC(=CC=C12)C=1CCN(CC1)[C@@H](C)C1CCN(CC1)C(=O)OC(C)(C)C)C)OCC1=CC=CC=C1